CC(=CC=CC(=O)OC)CCC=C(C)C methyl 5,9-dimethyl-2,4,8-decatrienoate